(2S,5R)-5-(N-(allyloxy)-2-nitrophenylsulfonamido)-2-carbamoyl-3-methyl-5,6-dihydropyridine-1(2H)-carboxylic acid tert-butyl ester C(C)(C)(C)OC(=O)N1[C@@H](C(=C[C@H](C1)N(S(=O)(=O)C1=C(C=CC=C1)[N+](=O)[O-])OCC=C)C)C(N)=O